(S)-N-(4-fluorophenyl)-N-methyl-1-(4-(trifluoromethyl)pyridin-2-yl)-pyrrolidine-2-carboxamide FC1=CC=C(C=C1)N(C(=O)[C@H]1N(CCC1)C1=NC=CC(=C1)C(F)(F)F)C